Methyl (E)-2-(1,3-dioxo-1,3,5,6,9,10-hexahydro-2H-cycloocta[b]pyrrolo[3,4-e]pyrazin-2-yl)acetate O=C1N(C(C2=C1N=C1C(=N2)CC/C=C/CC1)=O)CC(=O)OC